4-(1-(3-chlorobenzyl)piperidin-4-yl)-1,6-dimethyl-1,4-dihydropyrido[2,3-b]pyrazine-2,3-dione ClC=1C=C(CN2CCC(CC2)N2C3=C(N(C(C2=O)=O)C)C=CC(=N3)C)C=CC1